C(CCCC)OP(OCCCCC)(=O)CCC(=O)NO (3-(hydroxyamino)-3-oxopropyl)phosphonic acid dipentyl ester